3-(4-(3-(8-methyl-4-oxo-4,5-dihydro-3H-pyrimido[5,4-b]indol-3-yl)propanoyl)piperazin-1-yl)benzamide CC1=CC=2C3=C(NC2C=C1)C(N(C=N3)CCC(=O)N3CCN(CC3)C=3C=C(C(=O)N)C=CC3)=O